1-(2-methoxyphenyl)-2-phenoxyethane-1-ol COC1=C(C=CC=C1)C(COC1=CC=CC=C1)O